C(C)(C)(C)OC(N(C1CCOCC1)CC1=CC=C2C(=C(N(C2=C1)S(=O)(=O)C1=CC=CC=C1)I)CC)=O (3-ethyl-2-iodo-1-(phenylsulfonyl)-1H-indol-6-yl)methyl-(tetrahydro-2H-pyran-4-yl)carbamic acid tert-butyl ester